indane-3-14C C1C[14CH2]C2=CC=CC=C12